5-[[2-[(2R,5S)-5-methyl-2-[5-(methylamino)-2-pyridyl]-1-piperidyl]-2-oxo-acetyl]amino]pyridine-3-carboxamide C[C@H]1CC[C@@H](N(C1)C(C(=O)NC=1C=C(C=NC1)C(=O)N)=O)C1=NC=C(C=C1)NC